[Ru].C1=CCCC=CCC1 (1,5-cyclooctadiene) ruthenium